5,6-DIHYDRO-1,4-OXATHIINE-2-CARBOXYLIC ACID O1C(=CSCC1)C(=O)O